3BETA-(BENZYLOXY)-17ALPHA-METHYL-PREGN-5-EN-20-ON C(C1=CC=CC=C1)O[C@@H]1CC2=CC[C@H]3[C@@H]4CC[C@](C(C)=O)([C@]4(CC[C@@H]3[C@]2(CC1)C)C)C